OC=1C=C2CCN(CC2=CC1)C(C)=O 1-(6-hydroxy-1,2,3,4-tetrahydroisoquinolin-2-yl)ethan-1-one